methyl 1-(3-(3-chlorophenyl)-1,2,4-oxadiazol-5-yl)piperidine-4-carboxylate ClC=1C=C(C=CC1)C1=NOC(=N1)N1CCC(CC1)C(=O)OC